O=C1NC(CCC1N1C(C2=CC=CC(=C2C1)NC(CCCC(=O)NC1=C2CN(C(C2=CC=C1)=O)C1C(NC(CC1)=O)=O)=O)=O)=O N1,N5-Bis(2-(2,6-dioxopiperidin-3-yl)-1-oxoisoindolin-4-yl)glutaramide